C[Si](N[Si](C)(C)C)(C)C.[K] potassium hexamethyldisilazane salt